methyl (1R,4r)-4-((R)-1-((4-hydroxy-5,6,7,8-tetrahydropyrido[4,3-d]pyrimidin-2-yl)(methyl)amino)propyl)cyclohexane-1-carboxylate OC=1C2=C(N=C(N1)N([C@H](CC)C1CCC(CC1)C(=O)OC)C)CCNC2